CC1=CNC(=C1)B1OC(C(O1)(C)C)(C)C 3-methyl-5-(4,4,5,5-tetraMethyl-1,3,2-dioxaborolan-2-yl)-1H-pyrrole